zinc sulfide tellurium [Te+2].[S-2].[Zn+2].[S-2]